N[C@H]1[C@H](CN(C1)C(=O)NC)NC(OCC(Cl)(Cl)Cl)=O 2,2,2-trichloroethyl ((3S,4R)-4-amino-1-(methylaminoformyl) pyrrolidin-3-yl)carbamate